3-amino-3-(1-naphthyl)-propionic acid NC(CC(=O)O)C1=CC=CC2=CC=CC=C12